FC1=C(C=C(C=C1)C)C1=C(NC=2C1=NC=CC2)C2=C(C=NC=C2)O[C@H]2CN(CC2)C(C#C)=O 1-[(3R)-3-({4-[3-(2-fluoro-5-methylphenyl)-1H-pyrrolo[3,2-b]pyridin-2-yl]pyridin-3-yl}oxy)pyrrolidin-1-yl]prop-2-yn-1-one